2,3-difluoro-4-(5-fluorothiophen-3-yl)benzaldehyde FC1=C(C=O)C=CC(=C1F)C1=CSC(=C1)F